3-(3-methyl-5-phenyl-1-octanoyl-indolin-3-yl)propionitrile CC1(CN(C2=CC=C(C=C12)C1=CC=CC=C1)C(CCCCCCC)=O)CCC#N